O=C([C@@H](CC(NC(C1=CC=CC=C1)(C1=CC=CC=C1)C1=CC=CC=C1)=O)NC(OC(C)(C)C)=O)NCC(CCC1=CC=CC=C1)=O tert-butyl (R)-(1,4-dioxo-1-((2-oxo-4-phenylbutyl)amino)-4-(tritylamino)butan-2-yl)carbamate